Cerium-aluminum-silicon [Si].[Al].[Ce]